[N+](=O)([O-])C=1C(=NC=2CCCCC2C1)O 3-Nitro-5,6,7,8-tetrahydroquinolin-2-ol